CC1CN=CC=2N1C1=C(C2)C=C(C=N1)C(F)(F)F 9-methyl-3-(trifluoromethyl)-8,9-dihydropyrido[3',2':4,5]pyrrolo[1,2-a]pyrazin